ClC1=C(OCCCC(=O)Cl)C(=CC(=C1)C(C)(C)C1=CC=C(C=C1)OCC1=NC(=NC=C1)SC)C#N 4-(2-chloro-6-cyano-4-(2-(4-((2-(methylthio)pyrimidin-4-yl)methoxy)phenyl)propan-2-yl)phenoxy)butanoyl chloride